2-methylnonyl 8-bromooctanoate BrCCCCCCCC(=O)OCC(CCCCCCC)C